7-(5-fluoro-4-(1-(1-(4-fluorophenyl)ethyl)-1H-pyrazol-4-yl)pyridin-2-yl)-[1,2,4]triazolo[1,5-a]pyridin-2-amine FC=1C(=CC(=NC1)C1=CC=2N(C=C1)N=C(N2)N)C=2C=NN(C2)C(C)C2=CC=C(C=C2)F